methyl-1-(3-bromo-5-chloro-2-formylphenyl)-3-((tert-butoxycarbonyl)amino)pyrrolidine-3-carboxylate COC(=O)C1(CN(CC1)C1=C(C(=CC(=C1)Cl)Br)C=O)NC(=O)OC(C)(C)C